FC1(CN(CC1O)C1=NC(=CC(=C1)C=1C=C(C=CC1C)NC(=O)N1C[C@@H](CC1)CC(F)(F)F)N1CCOCC1)F (3S)-N-{3-[2-(3,3-Difluoro-4-hydroxypyrrolidin-1-yl)-6-(morpholin-4-yl)pyridin-4-yl]-4-methylphenyl}-3-(2,2,2-trifluoroethyl)pyrrolidine-1-carboxamide